tert-butyl 4-((4-amino-6-chloropyridazin-3-yl)ethynyl)piperidine-1-carboxylate NC1=C(N=NC(=C1)Cl)C#CC1CCN(CC1)C(=O)OC(C)(C)C